C(C(=C)C)(=O)OC12CC3CC(CC(C1)C3)C2 1-Adamantyl methacrylate